7-hydroxy-3,4-dimethyl-chromen-2-one OC1=CC=C2C(=C(C(OC2=C1)=O)C)C